ClC=1C(=NC=CC1)N1N=C(C=C1C(=O)O)CN1N=C(N=N1)C(F)(F)F 1-(3-chloropyridin-2-yl)-3-((5-(trifluoromethyl)-2H-tetrazol-2-yl)methyl)-1H-pyrazole-5-carboxylic acid